C(C)(=O)N1[C@H]([C@@H]([C@H](C2=CC(=CC=C12)F)NC1=CC=C(C(=O)NC)C=C1)C)C1CC1 4-(((2S,3R,4R)-1-acetyl-2-cyclopropyl-6-fluoro-3-methyl-1,2,3,4-tetrahydroquinolin-4-yl)amino)-N-methylbenzamide